(2-hydroxypropyl)ethylenediamine OC(CNCCN)C